BrC(COCOC)=CBr (2,3-dibromoprop-2-en-1-yl-oxy)(methoxy)methane